C(#N)C1=NC=CC=C1N1CCN(CC1)C(=O)OC(C)(C)C 1-tert-butyl 4-(2-cyano-3-pyridyl)piperazine-1-carboxylate